6-(2,6-difluorophenyl)-4-(isoindolin-5-ylamino)pyridazine-3-carboxamide FC1=C(C(=CC=C1)F)C1=CC(=C(N=N1)C(=O)N)NC=1C=C2CNCC2=CC1